5-bromo-1,3-dimethyl-pyridin-2-one BrC=1C=C(C(N(C1)C)=O)C